4-[(2-methylpyrimidin-5-yl)sulfonimidoyl]benzoic Acid CC1=NC=C(C=N1)S(=O)(=N)C1=CC=C(C(=O)O)C=C1